FC(CC)(F)C=1C=C(C=CC1)NC(=O)C=1[N+](=C(NC1C)C1=C(C(=C(C=C1)OC)C1=NC=CC=N1)C)[O-] 4-((3-(1,1-difluoropropyl)phenyl)carbamoyl)-2-(4-methoxy-2-methyl-3-(pyrimidin-2-yl)phenyl)-5-methyl-1H-imidazole 3-oxide